(2-pyridyl) telluride N1=C(C=CC=C1)[Te]C1=NC=CC=C1